(2S,4R)-4-(difluoromethyl)-1-((4-phenoxybenzoyl)glycyl)pyrrolidine-2-carboxylic acid benzyl ester C(C1=CC=CC=C1)OC(=O)[C@H]1N(C[C@@H](C1)C(F)F)C(CNC(C1=CC=C(C=C1)OC1=CC=CC=C1)=O)=O